C1=NC2=C(N1[C@H]3[C@@H]([C@@H]([C@H](O3)C(C[C@@H]4[C@H]([C@H]([C@@H](O4)N5C=NC6=C5N=C(NC6=O)N)O)OP(=O)(O)O)OP(=O)(O)O)O)O)N=C(NC2=O)N diguanylic acid